2-amino-3-[2-(dimethylamino)pyridin-4-yl]propanoic acid NC(C(=O)O)CC1=CC(=NC=C1)N(C)C